OC[C@H](C1=CC=CC=C1)NC1=NC(=NC=C1C=1OC=NN1)NC=1C=C2C(NC(C2=CC1)=O)C 5-((4-(((S)-2-hydroxy-1-phenylethyl)amino)-5-(1,3,4-oxadiazol-2-yl)pyrimidin-2-yl)amino)-3-methylisoindolin-1-one